C(C)(C)N1C[C@H](N(CC1)CC=1C=CC2=C(C(=NO2)N2C(NC(CC2)=O)=O)C1)C (R)-1-(5-((4-isopropyl-2-methylpiperazin-1-yl)methyl)benzo[d]isoxazol-3-yl)dihydropyrimidine-2,4(1H,3H)-dione